C(#N)C=1C=C(C=NC1)C1(CC1)C(=O)N[C@H](C(=O)O)CCN(CCCCC1=NC=2NCCCC2C=C1)C[C@@H](CF)OC (S)-2-(1-(5-cyanopyridin-3-yl)cyclopropane-1-carboxamido)-4-(((S)-3-fluoro-2-methoxypropyl)(4-(5,6,7,8-tetrahydro-1,8-naphthyridin-2-yl)butyl)amino)butanoic acid